FC(S(=O)(=O)[O-])(F)F.C[Si+](C)C trimethyl-silicon trifluoromethanesulfonate